N-((4-phenylfuran-2-yl)methyl)-9H-purin-6-amine C1(=CC=CC=C1)C=1C=C(OC1)CNC1=C2N=CNC2=NC=N1